C1(C2=CC=3C(=O)OC(C=4C=C(C(=O)O1)C=C(C4)C(=O)OC(C(C3)=C2)=O)=O)=O trimesoyl trimesoate